C(C)OC(C(C1=C2N(C=N1)CCC2)N2N=C1C(=C(C=C(C1=C2)Cl)C=2C=C1CCC(N(C1=CC2)C)=O)F)=O 2-(4-chloro-7-fluoro-6-(1-methyl-2-oxo-1,2,3,4-tetrahydroquinolin-6-yl)-2H-indazol-2-yl)-2-(6,7-dihydro-5H-pyrrolo[1,2-c]imidazol-1-yl)acetic acid ethyl ester